C1(=CC=CC2=CC=CC=C12)C=1C(=C(C=CC1NC1=CC=CC=C1)C1=CC=C(C=C1)NC1=CC=CC=C1)C1=CC=CC2=CC=CC=C12 Bis(1-NAPHTHALENYL)-N,N'-Bis-phenyl-(1,1'-biphenyl)-4,4'-diamine